ClC=1C(=NC(=NC1)NC=1C=NN(C1C)C)C1=CC=C2CN(C(C2=C1)=O)CC(=O)N[C@H](CO)C1=CC(=CC=C1)OC 2-(6-{5-chloro-2-[(1,5-dimethyl-1H-pyrazol-4-yl)amino]pyrimidin-4-yl}-1-oxo-2,3-dihydro-1H-isoindol-2-yl)-N-[(1S)-2-hydroxy-1-(3-methoxyphenyl)ethyl]acetamide